2-methyl-N-(2-methylcyclobutylidene)propane-2-sulfinamide CC(C)(C)S(=O)N=C1C(CC1)C